Manganese-silicon [Si].[Mn]